penta-2,4-dienolide C1(C=CC=CO1)=O